C1(=CC=CC=C1)C1(COC1)NC1=NC(=NC(=N1)N)C1=CC=C2C=NN(C2=C1)C1OCCCC1 N2-(3-phenyloxetan-3-yl)-6-(1-tetrahydropyran-2-yl-indazol-6-yl)-1,3,5-triazine-2,4-diamine